2-(4-chlorobenzyl)-6-(4-methoxyphenyl)pyridazin-3(2H)-one ClC1=CC=C(CN2N=C(C=CC2=O)C2=CC=C(C=C2)OC)C=C1